5-chloro-3-(chloromethyl)-2-methylpyrazine ClC=1N=C(C(=NC1)C)CCl